3-(4-bromo-1H-pyrazol-1-yl)-3-cyclopentylpropionic acid BrC=1C=NN(C1)C(CC(=O)O)C1CCCC1